COC=1C=C(\C=C/2\C(CCC2)=O)C=CC1 2-(E)-(3-methoxybenzylidene)-1-cyclopentanone